6-(1,4-dimethyl-1H-1,2,3-triazol-5-yl)-5-fluorothiazolo[4,5-b]pyridin-2-amine hydrochloride Cl.CN1N=NC(=C1C=1C=C2C(=NC1F)N=C(S2)N)C